OC1CCC(CC1)C(O)(C(F)(F)F)C(F)(F)F 4-hydroxy-α,α-bis(trifluoromethyl)-cyclohexanemethanol